2-(4-cyclopropyl-6-methoxypyrimidin-5-yl)-6-(piperidin-4-yl)pyrido[2,3-d]pyrimidin-7-one C1(CC1)C1=NC=NC(=C1C=1N=CC=2C(N1)=NC(C(C2)C2CCNCC2)=O)OC